5-amino-N-{4-fluoro-2-[3-(methoxymethyl)-4-(methylamino)pyrrolidin-1-yl]-5,6,7,8-tetrahydroquinolin-6-yl}-2-methylthieno[2,3-d]pyrimidine-6-carboxamide NC1=C(SC=2N=C(N=CC21)C)C(=O)NC2CC=1C(=CC(=NC1CC2)N2CC(C(C2)NC)COC)F